Coniferyl alcohol benzoate C(C1=CC=CC=C1)(=O)O.C(\C=C\C1=CC(OC)=C(O)C=C1)O